C(C)(C)(C)C=1C(=C(C(=C(C#N)C1)C1=C(C(=CC2=C1C[C@](O2)(C2=CC=CC=C2)CN[C@@H]2CC[C@H](CC2)O)F)Cl)F)OC(F)F tert-butyl-2-((2s,4s)-5-chloro-6-fluoro-2-(((trans-4-hydroxycyclohexyl)amino)methyl)-2-phenyl-2,3-dihydrobenzofuran-4-yl)-4-(difluoromethoxy)-3-fluorobenzonitrile